C1(CCCCC1)(C(=O)OCC(CCCC)CC)C(=O)OCC(CCCC)CC di(2-ethylhexyl) cyclohexanedicarboxylate